C(C)(=O)O[C@@H]1[C@H](O[C@@]([C@@H]1O)(C#N)C1=CC=C2C(=NC=NN21)NC([C@H](CC2=CC=C(C=C2)F)N)=O)CO (2R,3S,4R,5R)-5-(4-((S)-2-amino-3-(4-fluorophenyl)propanamido)pyrrolo[2,1-f][1,2,4]triazin-7-yl)-5-cyano-4-hydroxy-2-(hydroxymethyl)tetrahydrofuran-3-yl acetate